COC(C1=CC(=C(C(=C1)OC)O)O)=O 3,4-dihydroxyl-5-methoxybenzoic acid methyl ester